4-(2-(7-amino-2-(furan-2-yl)-[1,2,4]triazolo[1,5-a][1,3,5]triazin-5-ylamino)ethyl)-N,N-dimethylbenzamide NC1=NC(=NC=2N1N=C(N2)C=2OC=CC2)NCCC2=CC=C(C(=O)N(C)C)C=C2